7-bromo-3,3-dimethyl-2,3-dihydro-[1,4]dioxino[2,3-b]pyridine-5-oxide BrC=1C=C2C(=[N+](C1)[O-])OC(CO2)(C)C